3-Methyl-2-(2-((3as,7ar)-6-methyl-octahydro-1H-pyrrolo[2,3-c]pyridin-1-yl)-[1,2,4]triazolo[1,5-a]pyrimidin-5-yl)-5-(trifluoromethyl)phenol CC=1C(=C(C=C(C1)C(F)(F)F)O)C1=NC=2N(C=C1)N=C(N2)N2CC[C@H]1[C@@H]2CN(CC1)C